FC=1C=C2C3([C@@H](CN4C2=C(C1F)C=C4)N(C(O3)=O)C)C (7aR)-2,3-difluoro-8,10a-dimethyl-7a,10a-dihydro-7H-oxazolo[4,5-c]pyrrolo[3,2,1-ij]quinolin-9(8H)-one